tert-Butyl N-(3-amino-6-bromo-7-methoxyquinolin-4-yl)carbamate NC=1C=NC2=CC(=C(C=C2C1NC(OC(C)(C)C)=O)Br)OC